(S)-2-((tert-Butoxycarbonyl)amino)-3-(6,7-difluoro-2-oxo-1,2-dihydroquinolin-3-yl)propionic acid methyl ester COC([C@H](CC=1C(NC2=CC(=C(C=C2C1)F)F)=O)NC(=O)OC(C)(C)C)=O